pyrido[3,4-b]Pyrazine-2,5-diamine N1=C2C(=NC=C1N)C(=NC=C2)N